C1(=C(C=CC=C1)C=1SC(=CN1)CO)C [2-(o-tolyl)thiazol-5-yl]methanol